(4-(7H-pyrrolo[2,3-d]pyrimidin-4-yl)-1H-pyrazol-1-yl)-3-(cyanomethyl)azetidine-1-carboxylic acid tert-butyl ester C(C)(C)(C)OC(=O)N1C(C(C1)CC#N)N1N=CC(=C1)C=1C2=C(N=CN1)NC=C2